[Mo].C(C)C1=CC=CC=C1.C(C)C1=CC=CC=C1 bis(ethyl-benzene) molybdenum